5-bromo-thiazole-3-carbaldehyde BrC1=CN(CS1)C=O